1-azido-3,6,9,12-tetraoxahexadecane N(=[N+]=[N-])CCOCCOCCOCCOCCCC